(R)-2-(5-(6-chloro-3-(1H-imidazol-1-yl)-5-methoxy-1-methyl-1H-pyrrolo[3,2-b]-pyridin-2-yl)-4H-1,2,4-triazol-3-yl)propanenitrile ClC=1C=C2C(=NC1OC)C(=C(N2C)C=2NC(=NN2)[C@@H](C#N)C)N2C=NC=C2